7-(5-(bis(4-methoxybenzyl)amino)-3-methyl-2-(trifluoromethyl)phenyl)-2-(methylthio)-7,8-dihydro-5H-pyrano[4,3-d]pyrimidin-4-yl trifluoromethanesulfonate FC(S(=O)(=O)OC=1C2=C(N=C(N1)SC)CC(OC2)C2=C(C(=CC(=C2)N(CC2=CC=C(C=C2)OC)CC2=CC=C(C=C2)OC)C)C(F)(F)F)(F)F